BrC=1C=CC=2N(C3=CC=CC=C3C2C1)C1=C(C(=C(C(=C1[2H])[2H])[2H])[2H])[2H] 3-bromo-9-(phenyl-2,3,4,5,6-d5)-9H-carbazole